BrC1=C(N)C(=CC(=C1)N1C2=CC=CC=C2C=2C=CC=CC12)Br 2,6-dibromo-4-(9H-carbazole-9-yl)aniline